FC1=CC=2N(C=C1)C(=CN2)C2=C1CNC(C1=C(C=C2)NC2=NC=C(C=C2)N2CCC(CC2)(COC)O)=O 4-(7-fluoro-imidazo[1,2-a]pyridin-3-yl)-7-((5-(4-hydroxy-4-(methoxymeth-yl)piperidin-1-yl)pyridin-2-yl)amino)isoindolin-1-one